7-(3-methoxyphenyl)-1-(3,4,5-trimethoxyphenyl)-3,4-dihydropyrrolo[1,2-a]pyrazine COC=1C=C(C=CC1)C=1C=C2N(CCN=C2C2=CC(=C(C(=C2)OC)OC)OC)C1